tert-butyl ((R)-1-((S)-2-chloro-6,7,7a,8,9,10-hexahydropyrimido[5,4-b]pyrrolo[1,2-d][1,4]oxazepin-4-yl)pyrrolidin-3-yl)(methyl)carbamate ClC=1N=C(C=2OCC[C@H]3N(C2N1)CCC3)N3C[C@@H](CC3)N(C(OC(C)(C)C)=O)C